ClC=1N=C(C(=NC1)NC(C)=O)NC1=C(C=CC=C1OC)OC N-(5-chloro-3-((2,6-dimethoxyphenyl)amino)pyrazin-2-yl)acetamide